(4S)-1,2-epoxy-p-menthene C12(C(=C[C@@H](CC1)C(C)C)O2)C